BrC=1C(C2=CC(=CC=C2C1C=1N=CSC1C)OCCOC1=CC=CC=C1)=O 2-bromo-3-(5-methylthiazol-4-yl)-6-(2-phenoxyethoxy)-1H-inden-1-one